OC=1C(=C(C(=NC1C)NC(=O)C=1OC2=C(C1)C=CC=C2OC)C)C N-(5-hydroxy-3,4,6-trimethylpyridin-2-yl)-7-methoxybenzofuran-2-carboxamide